N-(3-(dimethylamino)propyl)stearamide CN(CCCNC(CCCCCCCCCCCCCCCCC)=O)C